chloro-2-(5-chloro-1H-1,2,4-triazol-3-yl)-5-methoxy-3-(1H-pyrazol-4-yl)-1H-pyrrolo[3,2-b]pyridine ClN1C(=C(C2=NC(=CC=C21)OC)C=2C=NNC2)C2=NNC(=N2)Cl